1-silacyclohexan [SiH2]1CCCCC1